3,5-dihydroxy-4-methyl-proline methyl-5-(2-(4-(3-((6-(5-(((cyclohexyloxy)carbonyl)amino)-6-methylpyridin-3-yl)benzo[d]thiazol-2-yl)amino)-3-oxopropyl)piperazin-1-yl)ethoxy)nicotinate CC1=C(C(=O)O)C=C(C=N1)OCCN1CCN(CC1)CCC(=O)NC=1SC2=C(N1)C=CC(=C2)C=2C=NC(=C(C2)NC(=O)OC2CCCCC2)C.OC2[C@H](NC(C2C)O)C(=O)O